butyl 6-hydrazineylnicotinate N(N)C1=NC=C(C(=O)OCCCC)C=C1